ClC=1C=C(C=CC1)C1=CC2=C(SC3=C2C=CC=C3)C=C1 2-(3-chlorophenyl)-dibenzothiophene